1-[5-chloro-2-[[(3R)-1-methyl-3-piperidyl]amino]oxazolo[4,5-b]pyridin-7-yl]ethanone ClC1=CC(=C2C(=N1)N=C(O2)N[C@H]2CN(CCC2)C)C(C)=O